6-methyl-2-(trifluoromethyl)imidazo[2,1-a]isoquinoline-8-carboxylic acid methyl ester COC(=O)C=1C=C2C(=CN3C(C2=CC1)=NC(=C3)C(F)(F)F)C